C(C)(=O)NC1=CC=C(CC[C@@H]2O[C@@H](C(C([C@@]2(C(=O)OC)C)=O)=C)CC(C)C)C=C1 |r| (±)-methyl (2S,3R,6R)-2-(4-acetamidophenethyl)-6-isobutyl-3-methyl-5-methylene-4-oxotetrahydro-2H-pyran-3-carboxylate